2-(6-{5-chloro-2-[(oxan-4-yl)amino]pyrimidin-4-yl}-1-oxo-2,3-dihydro-1H-isoindol-2-yl)-N-[(1S)-1-(3-ethylphenyl)-2-hydroxyethyl]-acetamide ClC=1C(=NC(=NC1)NC1CCOCC1)C1=CC=C2CN(C(C2=C1)=O)CC(=O)N[C@H](CO)C1=CC(=CC=C1)CC